ClC1=NC2=CC(=NC=C2C=C1)CN1C(C2=CC=CC=C2C1=O)=O 2-((2-chloro-1,6-naphthyridin-7-yl)methyl)isoindoline-1,3-dione